N1N=CC(=C1)C1=C2C=CNC2=CC=C1 4-(1H-pyrazol-4-yl)-1H-indole